2-(4-((5-cyclopropyl-3-(2,6-dichlorophenyl)isoxazol-4-yl)methoxy)-2-oxabicyclo[2.2.2]oct-1-yl)benzo[d]thiazole-7-carboxylic acid C1(CC1)C1=C(C(=NO1)C1=C(C=CC=C1Cl)Cl)COC12COC(CC1)(CC2)C=2SC1=C(N2)C=CC=C1C(=O)O